CN1N=C(N=N1)C=1C=C(C(=O)NCCC(=O)O)C=CC1 3-[[3-(2-methyltetrazol-5-yl)benzoyl]amino]propionic acid